7-(oxetanyl-ethyl)guanosine O1C(CC1)CC[N+]1=CN([C@H]2[C@H](O)[C@H](O)[C@@H](CO)O2)C=2N=C(NC(C12)=O)N